CC=1OC(=CN1)S(=O)(=O)N 2-methyloxazole-5-sulfonamide